Cl.FC=1C=C(C=CC1)C1=NOC(=N1)C(C)N 1-[3-(3-fluorophenyl)-1,2,4-oxadiazol-5-yl]ethanamine hydrochloride